3-oxo-but-1-en-2-yl 2,2-diphenylacetate C1(=CC=CC=C1)C(C(=O)OC(=C)C(C)=O)C1=CC=CC=C1